(S)-6-allyl-2-((4-((2-hydroxy-1-phenylethyl)amino)-5-(3-(pyridin-2-yl)-1,2,4-oxadiazol-5-yl)pyridin-2-yl)amino)-7,7-dimethyl-6,7-dihydro-5H-pyrrolo[3,4-b]pyridin-5-one C(C=C)N1C(C2=NC(=CC=C2C1=O)NC1=NC=C(C(=C1)N[C@H](CO)C1=CC=CC=C1)C1=NC(=NO1)C1=NC=CC=C1)(C)C